4,6-Dimethylpyrazolo[1,5-a]pyrazine-2-carboxylic acid CC=1C=2N(C=C(N1)C)N=C(C2)C(=O)O